CC(CCCS(=O)(=O)O)(C)C 4,4-dimethylpentane-1-sulfonic acid